6H-isoindole C1=NC=C2C=CCC=C12